1-(3-(Pyridin-4-yl)-1,2,4-oxadiazol-5-yl)piperidine-4-carboxylic acid N1=CC=C(C=C1)C1=NOC(=N1)N1CCC(CC1)C(=O)O